Methyl-arachidonic acid (Methyl arachidonate) CC(C(=O)O)CC\C=C/C\C=C/C\C=C/C\C=C/CCCCC.CC(C(=O)O)CC\C=C/C\C=C/C\C=C/C\C=C/CCCCC